4-methyl-3-({4-[methyl-(3-methyl-1H-indazol-6-yl)amino]-2-pyrimidinyl}amino)benzenesulfonamide CC1=C(C=C(C=C1)S(=O)(=O)N)NC1=NC=CC(=N1)N(C1=CC=C2C(=NNC2=C1)C)C